(3R,5R,7R)-N'-hydroxyadamantane-1-carboxamidine ON=C(N)C12CC3CC(CC(C1)C3)C2